5-fluoro-N-isopropyl-N-methyl-2-(3-(1-(4-(methylsulfonyl)phenethyl)piperidin-4-yl)-1H-pyrrolo[2,3-c]pyridin-1-yl)benzamide FC=1C=CC(=C(C(=O)N(C)C(C)C)C1)N1C=C(C=2C1=CN=CC2)C2CCN(CC2)CCC2=CC=C(C=C2)S(=O)(=O)C